ClC=1C=C(C=C2C(=C(C=NC12)C#N)NC1=CC(=C(C=C1)F)Cl)N[C@@H](C=1N=CSC1)C=1N=NN(C1)C1CCNCC1 (S)-8-chloro-4-((3-chloro-4-fluorophenyl)amino)-6-(((1-(piperidin-4-yl)-1H-1,2,3-triazol-4-yl)(thiazol-4-yl)methyl)amino)quinoline-3-carbonitrile